C1(CC1)C=1C(=NON1)C(=O)N[C@H](C=1N=C2N(N=CC(=C2)C[C@@H]2C(NC[C@@H]2C)=O)C1)C1CCC(CC1)(F)F |o1:21,25| 4-Cyclopropyl-N-[(S)-(4,4-difluorocyclohexyl)-[7-[[(3S*,4R*)-4-methyl-2-oxo-pyrrolidin-3-yl]methyl]imidazo[1,2-b]pyridazin-2-yl]methyl]-1,2,5-oxadiazole-3-carboxamide